3-(4-benzylpiperazin-1-yl)-5,6,7,8-tetrahydroimidazo[1,2-a]pyrazine-2-carbonitrile C(C1=CC=CC=C1)N1CCN(CC1)C1=C(N=C2N1CCNC2)C#N